FC=1C=C(C=CC1OC1=NC=NC2=CC(=C(C=C12)OC)OCC1C[C@@H]2[C@@H](CN(C2)C)C1)NC(=S)NC(CC1=CC=CC=C1)=O N-{[(3-fluoro-4-{[7-({[(3aR,6aS)-2-methyloctahydrocyclopenta[c]pyrrol-5-yl]methyl}oxy)-6-(methyloxy)quinazolin-4-yl]oxy}phenyl)amino]carbonothioyl}-2-phenylacetamide